(5-amino-3-chloropyridin-2-yl)(cyclopropyl)methanone NC=1C=C(C(=NC1)C(=O)C1CC1)Cl